C/C(/C(=O)OCCC1=CC=CC=C1)=C\C 2-phenylethyl (E)-2-methyl-2-butenoate